OC(C)(C)C1CN(C1)C1=CC=CC(=N1)CN1N=NC(=C1)C1=C2C(=NC(=C1)C=1C=C(C#N)C=CC1)NC=N2 3-(7-(1-((6-(3-(2-hydroxypropan-2-yl)azetidin-1-yl)pyridin-2-yl)methyl)-1H-1,2,3-Triazol-4-yl)-3H-imidazo[4,5-b]pyridin-5-yl)benzonitrile